ClC1=CC=C(C=C1)[Si](C)(C)C 1-chloro-4-(trimethylsilyl)benzene